N-methyl-5-nitropyridine-2-carboxamide CNC(=O)C1=NC=C(C=C1)[N+](=O)[O-]